Cl.Cl.C1(=CC=CC=C1)[C@H](CNC[C@@H](C)NS(=O)(=O)C=1C=C2C=CN=CC2=CC1)C N-[(R)-1-{(R)-2-phenylpropylamino}propane-2-yl]isoquinoline-6-sulfonamide dihydrochloride